C(C)C1(NC(N(C(C1)=O)CC1C(C1C(N[C@H]1C[C@@H](OC2=CC=CC=C12)C(F)(F)F)=O)C)=[NH2+])CC [4,4-diethyl-1-[[2-methyl-3-[[(2R,4S)-2-(trifluoromethyl)chroman-4-yl]carbamoyl]cyclopropyl]methyl]-6-oxo-hexahydropyrimidin-2-ylidene]ammonium